CN1[C@@H]2CC[C@H]1CC(C2)O The molecule is a derivative of tropane having a hydroxy group at the 3-position. It has a role as a mouse metabolite. It is a conjugate base of a tropinium.